C(C1=CC=CC=C1)NC(C(=O)O)CNC=1SC(=C(N1)C1=CC(=C(C=C1)Cl)Cl)CC(C)C 2-(benzylamino)-3-(4-(3,4-dichlorophenyl)-5-isobutylthiazol-2-ylamino)propionic acid